[(3aR,6E,9aS)-3a,4,5,8,9,9a-hexahydrocycloocta[d][1,3]dioxol-2-yl]methyl 8-(6-fluoropyridine-3-carbonyl)-3,8-diazabicyclo[3.2.1]octane-3-carboxylate FC1=CC=C(C=N1)C(=O)N1C2CN(CC1CC2)C(=O)OCC2O[C@H]1[C@@H](O2)CC/C=C/CC1